(S)-5,8,8-trimethyl-3-(trifluoromethyl)-5-(3-(1,3,5-trimethyl-1H-pyrazol-4-yl)phenyl)-7,8,9,10-tetrahydrobenzo[b][1,8]naphthyridin-6(5H)-one C[C@]1(C2=C(NC=3N=CC(=CC13)C(F)(F)F)CC(CC2=O)(C)C)C2=CC(=CC=C2)C=2C(=NN(C2C)C)C